FC=1C=C2C(=CN=C(C2=CC1F)OC)[C@@H](C)N([S@@](=O)C(C)(C)C)C (S)-N-((R)-1-(6,7-Difluoro-1-methoxyisoquinolin-4-yl)ethyl)-N,2-dimethylpropane-2-sulfinamide